BrC=1C=C(C(=NC1)OCCCCN(C)C)[N+](=O)[O-] 4-((5-Bromo-3-nitropyridin-2-yl)oxy)-N,N-dimethylbutan-1-amine